C1(=CC=CC=C1)C(C#C)(C)O 3-phenyl-1-butyn-3-ol